(S)-2-(1-(4-amino-3-(2,3-difluoro-4-methoxyphenyl)-1H-pyrazolo[3,4-d]pyrimidin-1-yl)ethyl)-5-chloro-3-phenylquinazolin-4(3H)-one p-toluenesulfonate CC1=CC=C(C=C1)S(=O)(=O)O.NC1=C2C(=NC=N1)N(N=C2C2=C(C(=C(C=C2)OC)F)F)[C@@H](C)C2=NC1=CC=CC(=C1C(N2C2=CC=CC=C2)=O)Cl